BrC=1C=C(C(=O)NC2=NNC3=CN=C(C=C32)C3=C(C=CC=C3OC)F)C=CC1 3-bromo-N-(5-(2-fluoro-6-methoxyphenyl)-1H-pyrazolo[3,4-c]pyridin-3-yl)benzamide